N1=CCCC=C1 3,4-dihydropyridin